COC1=CC=C2C=CN(C2=C1)S(=O)(=O)N(C)C 6-methoxy-N,N-dimethyl-1H-indole-1-sulfonamide